7-((4-(2,6-dimethylmorpholino)-3-fluorophenyl)amino)-4-methyl-2H-benzo[b][1,4]oxazin-3(4H)-one CC1OC(CN(C1)C1=C(C=C(C=C1)NC=1C=CC2=C(OCC(N2C)=O)C1)F)C